C(=CC)C=1N(C(N(C1)[Si](C)(C)C)=S)[Si](C)(C)C 4-propenyl-1,3-bis(trimethylsilyl)-imidazole-2-thione